FC(C(=O)O)(F)F.FC(C(=O)O)(F)F.C(C1=CC=CC=C1)OC1=CC=C(C(=N1)O)C1=NN(C2=CC(=C(C=C12)F)N1CCNCC1)C 6-(benzyloxy)-3-(5-fluoro-1-methyl-6-(piperazin-1-yl)-1H-indazol-3-yl)pyridin-2-ol bis(trifluoroacetate)